2-{6-[(1r,6s)-3,8-diazabicyclo[4.2.0]oct-8-yl][1,3]thiazolo[4,5-c]pyridazin-3-yl}-5-(1H-pyrazol-4-yl)phenol trifluoroacetate FC(C(=O)O)(F)F.[C@@H]12CNCC[C@H]2CN1C=1SC2=C(N=NC(=C2)C2=C(C=C(C=C2)C=2C=NNC2)O)N1